2-cyclopropyl-5-(4,4,5,5-tetramethyl-1,3,2-dioxaborolan-2-yl)pyrazine C1(CC1)C1=NC=C(N=C1)B1OC(C(O1)(C)C)(C)C